O=CC=1C(=CC=CC1)C OXo-xylene